Cobalt dipotassium [K].[K].[Co]